FC(C(=O)OC)(C(=O)OC)OC dimethyl 2-fluoro-2-methoxy-propanedioate